FC1=C(C=C(C(=C1)C(F)(F)F)C)NS(=O)(=O)C1=CNC(=C1)C1=NC=CC=C1 N-[2-fluoro-5-methyl-4-(trifluoromethyl)phenyl]-5-(2-pyridyl)-1H-pyrrole-3-sulfonamide